1-methoxy-4-nitro-2-(4-(trifluoromethyl)benzyl)benzene COC1=C(C=C(C=C1)[N+](=O)[O-])CC1=CC=C(C=C1)C(F)(F)F